(4-methoxyphenyl)oxirane COC1=CC=C(C=C1)C1OC1